FC1C(C1)C(=O)NC=1N=C2N(C=C(C=C2)C=2SC=CC2)C1 2-fluoro-N-(6-(thiophen-2-yl)imidazo[1,2-a]pyridin-2-yl)cyclopropane-1-carboxamide